Cl.C(C)OC1=C(OCC2CN(CCO2)C(=O)OCCOC([C@@H](N(C)C)C(C)C)=O)C=CC=C1 ((dimethyl-L-valyl)oxy)ethyl 2-((2-ethoxyphenoxy)methyl)morpholine-4-carboxylate, hydrochloride